Natrium (S)-3-(3-(1,6-Dimethyl-4-oxido-2-oxo-1,2-dihydropyridin-3-yl)ureido)-3-(2'-methylbiphenyl-4-yl)propanoat CN1C(C(=C(C=C1C)[O-])NC(N[C@@H](CC(=O)[O-])C1=CC=C(C=C1)C1=C(C=CC=C1)C)=O)=O.[Na+].[Na+]